FC(C(COC)N)(F)F 1,1,1-trifluoro-3-methoxypropan-2-amine